C1=CC=CC=2C3=CC=CC=C3C(C12)COC(=O)N(C(C(=O)O)CC1=CC=C(C=C1)I)C 2-[9H-fluoren-9-ylmethoxycarbonyl(methyl)amino]-3-(4-iodophenyl)propanoic acid